di-n-octyl terephthalate C(C1=CC=C(C(=O)OCCCCCCCC)C=C1)(=O)OCCCCCCCC